5-amino-2-(cuban-1-ylmethyl)-8-[2-(hydroxymethyl)-6-methyl-4-pyridinyl]-7-phenyl-[1,2,4]triazolo[4,3-c]pyrimidin-3-one NC1=NC(=C(C=2N1C(N(N2)CC21C3C4C5C3C2C5C14)=O)C1=CC(=NC(=C1)C)CO)C1=CC=CC=C1